FC1(CCN(CC1)C=1C=C(C=C(C1)C)NC1=NC=NC2=CC(=CC(=C12)N1CCC2(CC2)CC1)C(=O)NCCO)F 4-((3-(4,4-difluoropiperidin-1-yl)-5-methylphenyl)amino)-N-(2-hydroxyethyl)-5-(6-azaspiro[2.5]oct-6-yl)quinazoline-7-carboxamide